bis(isocyanatomethyl)bicyclo-[2.2.1]-heptane N(=C=O)CC1C2(CCC(C1)C2)CN=C=O